4-Adamantylphenol C12(CC3CC(CC(C1)C3)C2)C2=CC=C(C=C2)O